N1CC(CCC1)C(=O)N piperidin-3-ylcarboxamide